O.[Rh] rhodium water